BrC=1C=C(C=CC1)C1C(COCC1C)P(C1=CC=CC=C1)(C1=CC=CC=C1)=O (4-(3-bromophenyl)-5-methyl-5,6-dihydro-dihydropyran-3-yl)diphenylphosphine oxide